3-(1-methylpyrrolidin-2-yl)acrylic acid chloride CN1C(CCC1)C=CC(=O)Cl